COC(=O)C1=CC2=C(N(CC(CS2(=O)=O)(C)CCCC)C2=CC=CC=C2)C=C1SC 3-butyl-3-methyl-7-(methylsulfanyl)-5-phenyl-2,3,4,5-tetrahydro-1,5-benzothiazepine-8-carboxylic acid methyl ester 1,1-dioxide